(±)-2-(methylcarbamoyl)-6-(1-(2-oxoindolin-4-yl)ethyl)isonicotinic acid CNC(=O)C=1C=C(C(=O)O)C=C(N1)[C@H](C)C1=C2CC(NC2=CC=C1)=O |r|